Cl.N[C@H](C(=O)OC)CC1=C(C(=CC=C1)OC)OCC1=CC=CC=C1 Methyl (S)-2-amino-3-(2-(benzyloxy)-3-methoxyphenyl)propionate hydrochloride